NCCC1=CC=C(C=C1)C1=C(C=C(C#N)C=C1)OC1=CN=NC(=C1)O[C@@H]1[C@@H](CCC1)O 4-[4-(2-aminoethyl)phenyl]-3-[6-[(1S,2R)-2-hydroxycyclopentyl]oxypyridazin-4-yl]oxybenzonitrile